3-((S)-(4-Cyclopropyl-phenyl)-hydroxy-{3-[3-(2-hydroxy-2-methyl-propyl)-[1,2,4]oxadiazol-5-yl]-phenyl}-methyl)-3-methyl-azetidine-1-carboxylic acid tert-butyl ester C(C)(C)(C)OC(=O)N1CC(C1)(C)[C@](C1=CC(=CC=C1)C1=NC(=NO1)CC(C)(C)O)(O)C1=CC=C(C=C1)C1CC1